CCCCCCCCCCCCCC(=O)OC/C=C(\\C)/C=C/C=C(\\C)/C=C/C1=C(CCCC1(C)C)C The molecule is an all-trans-retinyl ester obtained by formal condensation of the carboxy group of tetradecanoic acid with the hydroxy group of all-trans-retinol. It has a role as a human xenobiotic metabolite. It is an all-trans-retinyl ester and a tetradecanoate ester.